C(#N)C=1C=C(C=CC1)C=1N=C(SC1C1=CC(=NC(=C1)C)C)NC(=O)N1CC(C1)N1CCOCC1 N-[4-(3-cyanophenyl)-5-(2,6-dimethyl-4-pyridinyl)thiazol-2-yl]-3-morpholino-azetidine-1-carboxamide